4-(2,2-dibromovinyl)-N,N-dimethylaniline BrC(=CC1=CC=C(N(C)C)C=C1)Br